hexahydrospiro[cyclopropane-1,9'-pyrido[4',3':3,4]pyrazolo[1,5-a][1,4]diazepine]-2'(1H)-carboxylate C1N(CCC2NN3C(C=NC4(CC3)CC4)=C21)C(=O)[O-]